BrC1=CC(=C(C=C1)NC(C(F)(F)F)=O)F N-(4-bromo-2-fluorophenyl)-2,2,2-trifluoroacetamide